C1(=CC=CC=2OC3=CC=CC=C3NC12)C=1C(=NC=CC1)C1=CC(=CC(=C1)C1=NC=CC=C1C1=CC=CC=2OC3=CC=CC=C3NC12)C1=NC=CC=C1C1=CC=CC=2OC3=CC=CC=C3NC12 1,3,5-tris(phenoxazin-1-yl-pyridinyl)benzene